C(C)(C)NC=1C2=C(N=C(N1)NC1=CC=C(C3=C1OCCO3)C(=O)N3CCC(CC3)N3CCOCC3)NC=C2C(F)(F)F (8-((4-(isopropylamino)-5-(trifluoromethyl)-7H-pyrrolo[2,3-d]pyrimidin-2-yl)amino)-2,3-dihydrobenzo[b][1,4]dioxin-5-yl)(4-morpholino-piperidin-1-yl)methanone